NC1=NC=CC(=N1)C=1C2=C(C(=NC1)NCC=1C=C(C(=O)NC3CC4(C3)CCOCC4)C=CC1)CCO2 3-(((7-(2-aminopyrimidin-4-yl)-2,3-dihydrofuro[3,2-c]pyridin-4-yl)amino)methyl)-N-(7-oxaspiro[3.5]nonan-2-yl)benzamide